C1(=CC=C(C=C1)\C(=C/C(C(=O)N1CC2=CC=CC=C2CC1)(F)F)\SC#N)C1=CC=CC=C1 (E)-4-([1,1'-biphenyl]-4-yl)-1-(3,4-dihydroisoquinolin-2(1H)-yl)-2,2-difluoro-4-thiocyanobut-3-en-1-one